FC1C(OS(O1)=O)COO[SH2]OC1CS(OC1)(=O)=O 4-[({[(5-fluoro-2-oxo-1,3-dioxathiolan-4-yl)methyl]oxy}(oxy)-λ4-thio)oxy]-2λ6-1,2-oxathiolane-2,2-dione